N-(hydroxymethyl)vinylamide OCC=C[NH-]